OC(COC=1C=C(C=2N(C1)N=CC2C#N)C=2C=NC(=CC2)N2CC(C2)OC2=NC=CC=C2)(C)C 6-(2-hydroxy-2-methylpropoxy)-4-(6-(3-(pyridin-2-yloxy)azetidin-1-yl)pyridin-3-yl)pyrazolo[1,5-a]pyridine-3-carbonitrile